C1(CC(CCC1)C(=O)OCCC(CCC)CC)C(=O)OCCC(CCC)CC di(3-ethylhexyl) cyclohexane-1,3-dicarboxylate